N1N=NC(=C1)C1=CC=C(CCN[C@H](C(=O)C2=CNC3=CC=CC=C23)C2=CC=CC=C2)C=C1 |r| (S)- and (R)-2-((4-(1H-1,2,3-triazol-4-yl)phenethyl)amino)-1-(1H-indol-3-yl)-2-phenylethan-1-one